ClC=1C=C(C=CC1C1CC1)C=1C=C2CCC(C2=CC1)N1C[C@H](CC1)C(=O)O (3S)-1-(5-(3-chloro-4-cyclopropylphenyl)-2,3-dihydro-1H-inden-1-yl)pyrrolidine-3-carboxylic acid